[Cl-].C=1(C(=CC=CC1)N)C1=CC=CC=C1 biphenyl-2-amine chloride